FC1CN(C1)C(CN1C(N(C2=NC=C(C=C21)C2=CC(=C(C(=C2)F)F)F)C)=O)=O 1-[2-(3-fluoroazetidin-1-yl)-2-oxo-ethyl]-3-methyl-6-(3,4,5-trifluorophenyl)imidazo[4,5-b]pyridin-2-one